1,3-dihydroxy-6,7-dihydro-5H-cyclopenta[c]pyridine-4-carbonitrile OC1=NC(=C(C2=C1CCC2)C#N)O